1-[(2S)-7-methyl-6-(pyrimidin-2-yl)-3,4-dihydro-1H-spiro[1,8-naphthyridine-2,3'-pyrrolidin]-1'-yl]-2-(2,4,5-trifluorophenyl)propan-1-one CC1=C(C=C2CC[C@]3(CN(CC3)C(C(C)C3=C(C=C(C(=C3)F)F)F)=O)NC2=N1)C1=NC=CC=N1